5-methoxypyridin-3-yl-dimethylphosphine oxide COC=1C=C(C=NC1)P(C)(C)=O